CCOS(=O)(=O)C1=CC=C(C=C1)C ethyl p-toluenesulfonate